4-{3-(Cyanomethyl)-3-[4-(7H-pyrrolo[2,3-d]pyrimidin-4-yl)-1H-pyrazol-1-yl]azetidin-1-yl}-N-[4-fluoro-2-(trifluoromethyl)phenyl]piperidine-1-carboxamide sodium 1-propanesulfonate C(CC)S(=O)(=O)[O-].[Na+].C(#N)CC1(CN(C1)C1CCN(CC1)C(=O)NC1=C(C=C(C=C1)F)C(F)(F)F)N1N=CC(=C1)C=1C2=C(N=CN1)NC=C2